N-(6-aminopyridin-3-yl)-2-methyl-4'-(trifluoromethoxy)-[1,1'-biphenyl]-3-carboxamide NC1=CC=C(C=N1)NC(=O)C=1C(=C(C=CC1)C1=CC=C(C=C1)OC(F)(F)F)C